C1(=CC=CC=C1)S(=O)(=O)C[C@H](O)C1=CC(=CC=C1)OC R-2-benzenesulfonyl-1-(3-methoxyphenyl)ethanol